2,3,5,6-tetramethylphenylcarbinol CC1=C(C(=C(C=C1C)C)C)CO